BrC=1C(=NN(C1)C)NC(=O)C=1C=NC=NC1 N-(4-bromo-1-methyl-1H-pyrazol-3-yl)pyrimidine-5-carboxamide